5-({5-[(1s,3r)-3-hydroxycyclopentyl]-2-(2-methylpropan-2-yl)pyrazol-3-yl}amino)-2,3-dihydro-1H-inden-1-one O[C@H]1C[C@H](CC1)C=1C=C(N(N1)C(C)(C)C)NC=1C=C2CCC(C2=CC1)=O